C1(CC1)C1=CC=C(C=C1)C=1C=C(C(=NC1)C1=NC2=C(N(C(C(=C2)C(F)(F)F)=O)CC)N1C)S(=O)(=O)CC 2-[5-(4-cyclopropylphenyl)-3-(ethanesulfonyl)pyridin-2-yl]-4-ethyl-3-methyl-6-(trifluoromethyl)-3H,4H,5H-imidazo[4,5-b]pyridin-5-one